4-((4-aminophenyl)thio)-3-isopropoxybenzenamine NC1=CC=C(C=C1)SC1=C(C=C(C=C1)N)OC(C)C